[N+](=O)([O-])C1=CC=C(C=C1)S(=O)(=O)OC1CCN(CC1)C(=O)OC(C)(C)C tert-butyl 4-[(4-nitrobenzenesulfonyl)oxy]piperidine-1-carboxylate